(R,E)-N-(1-(3-(2-methoxypyridin-4-yl)-1,2,4-thiadiazol-5-yl)ethylidene)-2-methylpropane-2-sulfinamide COC1=NC=CC(=C1)C1=NSC(=N1)\C(\C)=N\[S@](=O)C(C)(C)C